4,4'-dodecylidene-bisphenol C(CCCCCCCCCCC)(C1=CC=C(C=C1)O)C1=CC=C(C=C1)O